O=C1NC(CC[C@@H]1N1C(C2=CC=C(C=C2C1)N1CCC(CC1)OC1CCN(CC1)C(=O)OC(C)(C)C)=O)=O tert-butyl {4-[(1-{2-[(3S)-2,6-dioxopiperidin-3-yl]-1-oxo-3H-isoindol-5-yl}piperidin-4-yl)oxy]piperidin-1-yl}formate